N[C@H]1C(N(C2=C(C(C1)(F)F)C=C(C(=C2)C2=NN=C(O2)C(C#N)(C)C)F)CC2=CC=C(C=C2)N2N=CC(=C2)C(F)(F)F)=O 2-[5-[(3R)-3-amino-5,5,7-trifluoro-2-oxo-1-[[4-[4-(trifluoromethyl)pyrazol-1-yl]phenyl]methyl]-3,4-dihydro-1-benzazepin-8-yl]-1,3,4-oxadiazol-2-yl]-2-methyl-propanenitrile